(R)-1-(2-chloro-4-((3-(2,3-difluoro-4-methoxyphenyl)imidazo[1,2-a]pyrazin-8-yl)amino)benzoyl)-N-(pyrrolidin-3-yl)piperidine-4-carboxamide hydrochloride Cl.ClC1=C(C(=O)N2CCC(CC2)C(=O)N[C@H]2CNCC2)C=CC(=C1)NC=1C=2N(C=CN1)C(=CN2)C2=C(C(=C(C=C2)OC)F)F